(R)-(2-chloro-4-methyl-7,8-dihydro-[1,4]dioxino[2',3':3,4]benzo[1,2-d]thiazol-7-yl)methyl (6-methoxypyridin-3-yl)carbamate COC1=CC=C(C=N1)NC(OC[C@@H]1OC2=C(C3=C(N=C(S3)Cl)C(=C2)C)OC1)=O